O=C1NC(CC[C@@H]1N1C(C2=CC=CC(=C2C1=O)NCCCCCC(=O)N1CCC(CC1)NC1=C2N=CN(C2=NC=N1)C1CC(C1)NC(C1=NC(=CC=C1)C)=O)=O)=O N-((1s,3s)-3-(6-((1-(6-((2-(2,6-dioxopiperidin-3-yl)-1,3-dioxoisoindoline-4-yl)amino)hexanoyl)piperidin-4-yl)amino)-9H-purin-9-yl)cyclobutyl)-6-methylpicolinamide